ClC1=C(C=C2C=C(N=CC2=C1)NC(=O)[C@@H]1[C@@H]([C@H]1C=1C=NN(C1)C)CC)[C@@H]1C[C@@H](C1)C#N (1R,2R,3R)-N-(7-chloro-6-(cis-3-cyanocyclobutyl)isoquinolin-3-yl)-2-ethyl-3-(1-methyl-1H-pyrazol-4-yl)cyclopropane-1-carboxamide